C(C(=C)C)(=O)OC1=CC=C(C[C@H](N(CC(=O)O)CC(=O)O)C(=O)O)C=C1 O-methacryloyl-N,N-bis-carboxymethyltyrosine